5-bromo-4-chloro-2-cyclopropanecarbonylaniline BrC=1C(=CC(=C(N)C1)C(=O)C1CC1)Cl